(R)-N-(1-(3-(2-(4-(4-fluorophenyl)piperazin-1-yl)ethyl)-1-oxo-2,8-diazaspiro[4.5]decan-8-yl)-2-methyl-1-oxopropan-2-yl)pivaloamide FC1=CC=C(C=C1)N1CCN(CC1)CC[C@@H]1NC(C2(C1)CCN(CC2)C(C(C)(C)NC(C(C)(C)C)=O)=O)=O